N-[3-[5-[(4-chloro-1H-indazol-5-yl)amino]1,2,4-oxadiazol-3-yl]phenyl]-1-methyl-pyrazole-4-carboxamide ClC1=C2C=NNC2=CC=C1NC1=NC(=NO1)C=1C=C(C=CC1)NC(=O)C=1C=NN(C1)C